Calcium silicate-hydrate O.[Si]([O-])([O-])([O-])[O-].[Ca+2].[Ca+2]